(2R,5R) and (2S,5S)-piperidine N1CCCCC1